N-(6,7-dihydro-5H-pyrrolo[1,2-a]imidazol-7-yl)-7-(methylamino)-5-((2-oxo-2H-[1,2'-bipyridin]-3-yl)amino)pyrazolo[1,5-a]pyrimidine-3-carboxamide N1=C2N(C=C1)CCC2NC(=O)C=2C=NN1C2N=C(C=C1NC)NC=1C(N(C=CC1)C1=NC=CC=C1)=O